C(N)(O[C@@H]([C@@H](C1=CC=CC=C1)O)CCC#C)=O ((1r,2r)-1-hydroxy-1-phenylhex-5-yn-2-yl) carbamate